(3aR,5R,6aS)-5-(2-fluorophenoxy)hexahydrocyclopenta[c]pyrrol FC1=C(O[C@@H]2C[C@@H]3C(CNC3)=C2)C=CC=C1